N-((4-cyclopropylthiazol-2-yl)methyl)-2-(4-(3,4-difluorophenyl)-1H-pyrazol-1-yl)-N-(1,1-dioxido-2,3-dihydrothiophen-3-yl)acetamide C1(CC1)C=1N=C(SC1)CN(C(CN1N=CC(=C1)C1=CC(=C(C=C1)F)F)=O)C1CS(C=C1)(=O)=O